5-(dipropylamino)benzene-1,3-diol C(CC)N(C=1C=C(C=C(C1)O)O)CCC